C1(=CC=CC=C1)OC(NC=1SC=C(N1)C)=O (4-methyl-thiazol-2-yl)-carbamic acid phenyl ester